FC(C1=CC=C(C=NN2C(CNC(C2)=O)=O)C=C1)(F)F 1-(4-trifluoromethylbenzylideneamino)piperazine-2,5-dione